OCC(C(=O)[O-])C beta-Hydroxyisobutyrate